(R)-N-(6-chloro-8-methylisoquinolin-1-yl)-2-fluoro-N-(piperidin-3-yl)-4-(pyrimidin-2-ylamino)benzamide ClC=1C=C2C=CN=C(C2=C(C1)C)N(C(C1=C(C=C(C=C1)NC1=NC=CC=N1)F)=O)[C@H]1CNCCC1